N-[2-[methyl-(tetrahydro-2H-pyran-4-yl)amino]ethyl]-2-propenamide CN(CCNC(C=C)=O)C1CCOCC1